ClCC(=O)N1C2=C(OC(C1)C(=O)N)C=C(C=C2)S(N(C)C)(=O)=O 4-(2-chloroacetyl)-7-(N,N-dimethylsulfamoyl)-3,4-dihydro-2H-benzo[b][1,4]oxazine-2-carboxamide